C(C)(C)(C)OC(=O)C=1NC(=C(C1C)CC)C 4-ethyl-3,5-dimethyl-2-pyrrolecarboxylic acid tert-butyl ester